N-acetyl-thiazolesulfonyl chloride C(C)(=O)N1C(SC=C1)S(=O)(=O)Cl